N-methylcyclopentyl-Formamide CN(C=O)C1CCCC1